tert-butyl (R)-4-(difluoro(3-(1-((5-((6-hydroxyhexyl)oxy)-4-methyl-7-morpholinophthalazin-1-yl)amino)ethyl)phenyl)methyl)-piperidine-1-carboxylate FC(C1CCN(CC1)C(=O)OC(C)(C)C)(C1=CC(=CC=C1)[C@@H](C)NC1=NN=C(C2=C(C=C(C=C12)N1CCOCC1)OCCCCCCO)C)F